N-(4-fluoropyridin-2-yl)propionamide FC1=CC(=NC=C1)NC(CC)=O